N-(5-((R or S)-1-amino-2,2,2-trifluoroethyl)-2-methoxyphenyl)-3-(3-fluoro-4-methylphenyl)-3-(1,2,4-thiadiazol-5-yl)pyrrolidine-1-carbothioamide N[C@@H](C(F)(F)F)C=1C=CC(=C(C1)NC(=S)N1CC(CC1)(C1=NC=NS1)C1=CC(=C(C=C1)C)F)OC |o1:1|